2-(2,3-dihydrobenzo[b][1,4]dioxin-6-yl)-6-(4-(1-methylcyclopropylamino)piperidin-1-yl)benzonitrile O1C2=C(OCC1)C=C(C=C2)C2=C(C#N)C(=CC=C2)N2CCC(CC2)NC2(CC2)C